ClC1=CC(=C(C=C1)C=1C(=CC=C(C1)O)O)F 4'-chloro-2'-fluoro-[1,1'-biphenyl]-2,5-diol